O=C1NCC(N1)C(=O)NCC1=CC=C(C=C1)NC1=CC=C(C=C1)N1CCC(CC1)C(F)(F)F 2-Oxo-N-(4-((4-(4-(trifluoromethyl)piperidin-1-yl)phenyl)amino)benzyl)imidazolidine-4-carboxamide